Zirconium Oxid [O-2].[Zr+4].[O-2]